(S)-6-methoxy-1-tosyl-6-(trifluoromethyl)-4,5,6,7-tetrahydro-1H-indole-3-sulfonyl chloride CO[C@]1(CCC=2C(=CN(C2C1)S(=O)(=O)C1=CC=C(C)C=C1)S(=O)(=O)Cl)C(F)(F)F